N1CCCC12CCN(CC2)C=2C=C(C=CC2)N2C=CC1=C(C=CC(=C21)C)F N-(3-(1,8-diazaspiro[4.5]decan-8-yl)phenyl)-4-fluoro-7-methyl-1H-indole